P(=S)(SC(C)(C)C)(OC(C)(C)C)[O-].[Na+] sodium di-tertiary butyl dithiophosphate